2-{3-[3-(tert-butylamino)pyrrolidin-1-yl]-1,2,4-triazin-6-yl}-5-[1-(2H3)methyl-1H-pyrazol-4-yl]phenol hydrochloride Cl.C(C)(C)(C)NC1CN(CC1)C=1N=NC(=CN1)C1=C(C=C(C=C1)C=1C=NN(C1)C([2H])([2H])[2H])O